CS(=O)(=O)[O-].COC(=O)OC1=CC=C(C=C1)[S+](C)C (4-((methoxycarbonyl)oxy)phenyl)dimethylsulfonium methanesulfonate salt